C1(=C(C(=CC(=C1)C)C)S(=O)(=O)OC1=CC=C(C=C1)NC(=O)NC1=CC=C(C=C1)OS(=O)(=O)C1=C(C=C(C=C1C)C)C)C N,N'-di-[4-(mesitylenesulfonyloxy)phenyl]urea